5-(2-methoxyethoxy)isoindolin COCCOC=1C=C2CNCC2=CC1